NCC1=CC(=C(C(=C1)C)N1C(N=C(C2=C1N=C(C(=C2)F)C2=C(C=CC=C2O)F)N2[C@H](CN(CC2)C(=O)OC(C)(C)C)C)=O)C tert-butyl (3S)-4-[1-[4-(aminomethyl)-2,6-dimethyl-phenyl]-6-fluoro-7-(2-fluoro-6-hydroxy-phenyl)-2-oxo-pyrido[2,3-d]pyrimidin-4-yl]-3-methyl-piperazine-1-carboxylate